2,2-Difluoroethyl (S)-3-cyclopropyl-2-(2-((S)-5-oxo-1-(2,3,5-trifluorobenzyl)-pyrrolidin-2-yl)acetamido)propanoate C1(CC1)C[C@@H](C(=O)OCC(F)F)NC(C[C@H]1N(C(CC1)=O)CC1=C(C(=CC(=C1)F)F)F)=O